(R)-N-(8,9-difluoro-6-oxo-1,4,5,6-tetrahydro-2H-pyrano[3,4-c]isoquinolin-1-yl)-N-methylimidazo[1,2-a]pyridine-6-carboxamide FC=1C(=CC=2C3=C(NC(C2C1)=O)COC[C@@H]3N(C(=O)C=3C=CC=1N(C3)C=CN1)C)F